7-((1-hydroxycyclopropyl)methoxy)-5-(6-(4-((6-methoxypyridin-3-yl)oxy)piperidin-1-yl)pyridin-3-yl)imidazo[1,2-a]pyridine-3-carbonitrile OC1(CC1)COC1=CC=2N(C(=C1)C=1C=NC(=CC1)N1CCC(CC1)OC=1C=NC(=CC1)OC)C(=CN2)C#N